(7S,8aS)-7-(3-([1,2,4]triazolo[1,5-a]pyridin-5-yl)propyl)-2-(5-acetylpyridin-2-yl)hexahydropyrrolo[1,2-a]pyrazin-6(2H)-one N=1C=NN2C1C=CC=C2CCC[C@H]2C[C@@H]1N(CCN(C1)C1=NC=C(C=C1)C(C)=O)C2=O